OC(COC=1C=C(C=CC1)/C=C/C(=O)C1=CC=CC=C1)CN1CCCCC1 (E)-3-[3-(2-Hydroxy-3-piperidin-1-ylpropoxy)phenyl]-1-phenylprop-2-en-1-one